(1r,2s)-5'-methoxy-2-(3-{[5-methoxy-6-(morpholin-4-yl)pyrimidin-4-yl]amino}-1H-indazol-6-yl)-1'-methyl-spiro[cyclopropan-1,3'-indol]-2'(1'H)-one COC=1C=C2[C@]3(C(N(C2=CC1)C)=O)[C@@H](C3)C3=CC=C1C(=NNC1=C3)NC3=NC=NC(=C3OC)N3CCOCC3